3-[4-[4-(2,2-dimethoxyethyl)-1-piperidinyl]-2-fluorophenyl]-piperidine-2,6-dione COC(CC1CCN(CC1)C1=CC(=C(C=C1)C1C(NC(CC1)=O)=O)F)OC